1-(4-Nitrophenyl)-2-phenylethane-1,2-dione [N+](=O)([O-])C1=CC=C(C=C1)C(C(=O)C1=CC=CC=C1)=O